CN(C=1C=2N(C(=NN1)C1=C(C=C(C=C1)C(F)(F)F)O)C=CN2)C2CN(CCC2)C 2-(8-(methyl(1-methylpiperidin-3-yl)amino)imidazo[1,2-d][1,2,4]triazin-5-yl)-5-(trifluoromethyl)phenol